Methyl ((2S,3R)-3-amino-2-hydroxy-5-methylhexanoyl)-L-prolyl-L-leucinate N[C@@H]([C@@H](C(=O)N1[C@@H](CCC1)C(=O)N[C@@H](CC(C)C)C(=O)OC)O)CC(C)C